N1C(=CC=2C(=CC=CC12)C(=O)O)C(=O)O indole-2,4-dicarboxylic acid